COC[C@@H](N)C1=CC2=C(N(C=N2)COCC[Si](C)(C)C)C=C1 (S)-2-methoxy-1-(1-((2-(trimethylsilyl)ethoxy)methyl)-1H-benzo[d]imidazol-5-yl)ethan-1-amine